CC([C@@H]1[C@H]([C@H]([C@@H](O1)N1C=NC=2C(N)=NC=NC12)O)O)(O)C Dimethyl-adenosine